C(C1=CC=CC=C1)N1N=C(C=CC1=O)C1=CC=C(C=C1)OC 2-benzyl-6-(4-methoxyphenyl)pyridazin-3(2H)-one